cyclopent-1-ene-1-carboxylic acid sodium salt [Na+].C1(=CCCC1)C(=O)[O-]